8-[3-(4-fluorophenyl)-1-methylpyrazol-4-yl]imidazo[1,2-b]pyridazin-2-amine FC1=CC=C(C=C1)C1=NN(C=C1C=1C=2N(N=CC1)C=C(N2)N)C